(1R,2S,4S)-4-(1,5-dimethyl-(Z)-1,4-hexadienyl)-1,2-epoxy-1-methylcyclohexane C/C(=C/CC=C(C)C)/[C@@H]1C[C@H]2[C@@](CC1)(O2)C